CN1CCCC2=CC(=CC=C12)C(=O)NC1=CC2=C(C=N1)C=C(N2)CN2[C@H](CCC2)C 1-methyl-N-(2-[[(2S)-2-methylpyrrolidin-1-yl]methyl]-1H-pyrrolo[3,2-c]pyridin-6-yl)-3,4-dihydro-2H-quinoline-6-carboxamide